(2S)-N-(4-Fluorophenyl)-2-{1-[(3R)-oxolan-3-carbonyl]-1,2,3,4-tetrahydrochinolin-6-yl}propanamid FC1=CC=C(C=C1)NC([C@@H](C)C=1C=C2CCCN(C2=CC1)C(=O)[C@H]1COCC1)=O